2-hydroxy-4'-((4-methoxyphenyl)sulfonamido)-[1,2'-binaphthalen]-1'-yl (((R)-pyrrolidin-2-yl)methyl)carbamate N1[C@H](CCC1)CNC(OC1=C(C=C(C2=CC=CC=C12)NS(=O)(=O)C1=CC=C(C=C1)OC)C1=C(C=CC2=CC=CC=C12)O)=O